(1R,2S,3R,4R,Z)-3-(3-(5-chloro-2-methoxyphenyl)ureido)-N-(4-fluoro-3-(trifluoromethyl)phenyl)-7-(2,2,2-trifluoroethylidene)bicyclo[2.2.1]heptane-2-carboxamide ClC=1C=CC(=C(C1)NC(N[C@H]1[C@H]([C@H]/2CC[C@@H]1\C2=C/C(F)(F)F)C(=O)NC2=CC(=C(C=C2)F)C(F)(F)F)=O)OC